COC(=O)C1=NC(=C(C(=C1Cl)N)C)C1=CC(=C(C=C1)C=O)F 4-amino-3-chloro-6-(3-fluoro-4-formylphenyl)-5-methyl-pyridine-2-carboxylic acid methyl ester